C1(CCCC1)N1C(C(N(CC1)CC=1C=NC(=CC1)C1=CN=CS1)=O)=O 1-cyclopentyl-4-((6-(thiazol-5-yl)pyridin-3-yl)methyl)piperazine-2,3-dione